C12C(C3CC(CC(C1)C3)C2)NC(CN2C(C(=CC=C2)NC([C@H](CCC(C(=O)NC)=O)NC(C2=CN=CC(=C2)[N+](=O)[O-])=O)=O)=O)=O (S)-N1-(1-(2-(2-Adamantylamino)-2-oxoethyl)-2-oxo-1,2-dihydropyridin-3-yl)-N6-methyl-2-(5-nitronicotinamido)-5-oxohexandiamid